2-ethyl-6-[(1-methyl-1H-indazol-5-yl)amino]-1-{6-[(1-methylpiperidin-4-yl)oxy]pyridin-2-yl}-1H,2H,3H-pyrazolo[3,4-d]pyrimidine-3-thione C(C)N1N(C2=NC(=NC=C2C1=S)NC=1C=C2C=NN(C2=CC1)C)C1=NC(=CC=C1)OC1CCN(CC1)C